NCCNCCC[Si](OC)(OC)OC 3-(2-aminoethylamino)propyl-trimethoxysilane